FC(C(=O)C1=NC(=NC=C1C(=O)NN)NC1(CC1)C1=CC=CC=C1)F (2,2-difluoroacetyl)-2-((1-phenylcyclopropyl)amino)pyrimidine-5-carbohydrazide